C(C)(C)(C)OC(=O)NC=1C=C(C=2C=CNC2C1)C(=O)OC1CCCC1 cyclopentyl 6-[(tert-butoxycarbonyl)amino]-1H-indole-4-carboxylate